FC(=CC=1C=C(C=CC1)CNC(=O)NC12CC(C1)(C2)F)F 1-[[3-(2,2-difluorovinyl)phenyl]methyl]-3-(3-fluoro-1-bicyclo[1.1.1]pentanyl)urea